2'-(ethylenediimino)-dibutyric acid C(CNCCCC(=O)O)NCCCC(=O)O